acryloxypropylsulfonate C(C=C)(=O)OCCCS(=O)(=O)[O-]